2-{[(2S)-4-{6-[(4-chloro-2-fluorobenzyl)oxy]pyridin-2-yl}-2-methylpiperazin-1-yl]methyl}-1-[(2S)-oxetan-2-ylmethyl]-1H-benzimidazole-6-carboxylic acid ClC1=CC(=C(COC2=CC=CC(=N2)N2C[C@@H](N(CC2)CC2=NC3=C(N2C[C@H]2OCC2)C=C(C=C3)C(=O)O)C)C=C1)F